Cl.NC\C=C(\CN1C=NC2=C1C=C(C=C2C=2C=NC=C(C2)F)C#N)/F (Z)-1-(4-amino-2-fluorobut-2-en-1-yl)-4-(5-fluoropyridin-3-yl)-1H-benzo[d]imidazol-6-carbonitrile Hydrochloride